(2S,4R)-4-hydroxy-1-[(2S)-2-[4-(2-methoxy-1-naphthyl)triazol-1-yl]-3,3-dimethyl-butanoyl]-N-methyl-pyrrolidine-2-carboxamide O[C@@H]1C[C@H](N(C1)C([C@H](C(C)(C)C)N1N=NC(=C1)C1=C(C=CC2=CC=CC=C12)OC)=O)C(=O)NC